[N]1C(CCC1)=O 1λ2-pyrrolidin-2-one